pentaerythritol tetrakis(3,5-di-t-butyl-4-hydroxybenzoate) C(C)(C)(C)C=1C=C(C(=O)OCC(COC(C2=CC(=C(C(=C2)C(C)(C)C)O)C(C)(C)C)=O)(COC(C2=CC(=C(C(=C2)C(C)(C)C)O)C(C)(C)C)=O)COC(C2=CC(=C(C(=C2)C(C)(C)C)O)C(C)(C)C)=O)C=C(C1O)C(C)(C)C